(diphenylphosphoryl)methylpyrido[2,1-b]quinazolinone C1(=CC=CC=C1)P(=O)(C1=CC=CC=C1)CC=1C(C2=CN3C(=NC2=CC1)C=CC=C3)=O